N1=NC=CC=2C3=CC=CC=C3C=CC12 aza-aza-phenanthrene